azetidin-3-yl(4-hydroxypiperidin-1-yl)methanone N1CC(C1)C(=O)N1CCC(CC1)O